FC=1C=CC(=C2C=CN(C(C12)=O)C)O 8-fluoro-5-hydroxy-2-methyl-isoquinolin-1-one